FC(OC=1C=CC(=NC1)C1=CN=CO1)(F)F 5-(5-(trifluoromethoxy)pyridin-2-yl)oxazole